ClC1=CC(=C(COC2=CC=CC(=N2)C=2CCN(CC2)CC2=NC3=C(N2C[C@H]2OCC2)C=CC(=C3)CCC(=O)OCC)C=C1)F Ethyl (S)-3-(2-((6-((4-chloro-2-fluorobenzyl)oxy)-3',6'-dihydro-[2,4'-bipyridin]-1'(2'H)-yl)methyl)-1-(oxetan-2-ylmethyl)-1H-benzo[d]imidazol-5-yl)propanoate